BrC=1C=NC(=NC1)N[C@H](C(=O)O)CCN(CCCCC1=NC=2NCCCC2C=C1)CCOC=1C(=NC=CC1)C (S)-2-((5-bromopyrimidin-2-yl)amino)-4-((2-((2-methylpyridin-3-yl)oxy)ethyl)(4-(5,6,7,8-tetrahydro-1,8-naphthyridin-2-yl)butyl)amino)butanoic acid